ClC1=CC=C(S1)CNC1=CC(=NN1C(C1=C(C=CC=C1)OC)=O)C1CCN(CC1)C(=O)OC(C)(C)C tert-butyl 4-(5-[(5-chlorothiophen-2-yl)methyl]amino-1-(2-methoxybenzoyl)-1H-pyrazol-3-yl)piperidine-1-carboxylate